N1N=CC(=C1)C1=CNC2=C(C=CC=C12)NC([C@@H](CN)C1=CC=CC=C1)=O (R)-N-(3-(1H-pyrazol-4-yl)-1H-indol-7-yl)-3-amino-2-phenylpropionamide